8-((s)-4-acryloyl-2-methylpiperazin-1-yl)-10-chloro-11-(2,4-difluorophenyl)-3-methoxy-3,4-dihydro-2H,6H-[1,4]thiazepino[2,3,4-ij]quinazolin-6-one C(C=C)(=O)N1C[C@@H](N(CC1)C1=NC(N2C3=C(C(=C(C=C13)Cl)C1=C(C=C(C=C1)F)F)SCC(C2)OC)=O)C